triglycerin tristearate C(CCCCCCCCCCCCCCCCC)(=O)O.C(CCCCCCCCCCCCCCCCC)(=O)O.C(CCCCCCCCCCCCCCCCC)(=O)O.OCC(O)CO.OCC(O)CO.OCC(O)CO